4-(2-fluoro-6-methoxyphenyl)-2-(4-methyl-6-((1s,4s)-5-methyl-2,5-diazabicyclo[2.2.1]hept-2-yl)pyridin-2-yl)-2,3-dihydro-1H-pyrrolo[3,4-c]pyridin-1-one FC1=C(C(=CC=C1)OC)C1=NC=CC2=C1CN(C2=O)C2=NC(=CC(=C2)C)N2[C@@H]1CN([C@H](C2)C1)C